Benzyl (S)-3'-(1-((tert-butoxycarbonyl)amino)-3-methoxy-3-oxopropyl)-6-methyl-[1,1'-biphenyl]-2-carboxylate C(C)(C)(C)OC(=O)N[C@@H](CC(=O)OC)C=1C=C(C=CC1)C=1C(=CC=CC1C)C(=O)OCC1=CC=CC=C1